O=C1NC(CCC1N1C(N(C2=C1C=CC(=C2)N2CCC(CC2)CN2CCC(CC2)CN2CC(N(CC2)C(=O)OC(C)(C)C)(C)C)C)=O)=O tert-butyl 4-[[1-[[1-[1-(2,6-dioxo-3-piperidyl)-3-methyl-2-oxo-benzimidazol-5-yl]-4-piperidyl]methyl]-4-piperidyl]methyl]-2,2-dimethyl-piperazine-1-carboxylate